ClC1=C(C=C(C=N1)S(=O)(=O)N)C 6-chloro-5-methylpyridine-3-sulfonamide